(R)-3-(4-(2-fluoro-3-methoxyphenoxy)phenyl)-7-methyl-1-(pyrrolidin-3-yl)-1H-pyrazolo[4,3-c]pyridine FC1=C(OC2=CC=C(C=C2)C2=NN(C3=C2C=NC=C3C)[C@H]3CNCC3)C=CC=C1OC